6-(2-cyclopropyl-4-(2,7-dimethyl-2H-indazol-4-yl)-6-fluorobenzyl)-6,7-dihydro-5H-pyrrolo[3,4-b]pyridin-5-one-7,7-d2 C1(CC1)C1=C(CN2C(C3=NC=CC=C3C2=O)([2H])[2H])C(=CC(=C1)C=1C2=CN(N=C2C(=CC1)C)C)F